2-(4-(methylsulfonyl)piperazine-1-Yl)propan-1-ol CS(=O)(=O)N1CCN(CC1)C(CO)C